C(=O)(OC(C)(C)C)NC(C(=O)O)CCCCCC Bocaminooctanoic acid